2,4,8,10-tetra-tert-butyldibenzo[d,f][1,3,2]-dioxaphosphepine C(C)(C)(C)C1=CC2=C(OPOC3=C2C=C(C=C3C(C)(C)C)C(C)(C)C)C(=C1)C(C)(C)C